FC=1C=C(C(=C(C1)N(C)C1=CC(=CC=C1)OC)C)N 5-fluoro-N1-(3-methoxyphenyl)-N1,2-dimethylbenzene-1,3-diamine